ClC=1C=C(C=C2C=CNC(C12)=O)N1CCC(CC1)C1CCN(CC1)S(=O)(=O)C1=C(C#N)C=CC=C1 2-(1'-(8-chloro-1-oxo-1,2-dihydroisoquinolin-6-yl)-4,4'-bipiperidin-1-ylsulfonyl)benzonitrile